FC1=CC(=C(C=C1C=1C=NC(=NC1)N1CCOCC1)NC(=O)C1=CC=CC=2OCOC21)N2CC(N(C(C2)C)C)C N-[4-fluoro-5-[2-(4-morpholinyl)-5-pyrimidinyl]-2-[3,4,5-trimethyl-1-piperazinyl]phenyl]-1,3-benzodioxole-4-carboxamide